(6-(cis-2,6-dimethylmorpholino)pyridin-2-yl)methanol C[C@@H]1O[C@@H](CN(C1)C1=CC=CC(=N1)CO)C